alpha-caryophyllene C/C/1=C\CC(/C=C/C/C(=C/CC1)/C)(C)C